tert-butyl (3S)-3-[[(R)-tert-butylsulfinyl]amino]-1-methyl-spiro[indoline-2,4'-piperidine]-1'-carboxylate C(C)(C)(C)[S@@](=O)N[C@H]1C2=CC=CC=C2N(C12CCN(CC2)C(=O)OC(C)(C)C)C